N-cyclopropyl-5-(4-((6-ethyl-7-oxo-7,8-dihydro-1,8-naphthyridin-2-yl)methyl)piperazin-1-yl)-6-fluoropyridinecarboxamide C1(CC1)NC(=O)C1=NC(=C(C=C1)N1CCN(CC1)CC1=NC=2NC(C(=CC2C=C1)CC)=O)F